CC1=CC=C(C(=S)N(C)C)C=C1 4-methyl-N,N-dimethylthiobenzamide